ClC=1C=C2C(=CC1)NC(C21CCN(CC1)CCOC1=CC2=C(NC(=N2)C2CS(C2)(=O)=O)C(=C1)C(F)(F)F)=O 3-{5-[2-(5-chloro-2-oxospiro[indoline-3,4'-piperidin]-1'-yl)ethoxy]-7-(trifluoromethyl)-1H-1,3-benzimidazol-2-yl}-1λ6-1,1-thietanedione